C[C@@H]1CN(C[C@@H](O1)C)CCCOC=1C=CC=2C=3N(C(=NC2C1OC)N)CCN3 8-{3-[(2R,6S)-2,6-dimethylmorpholin-4-yl]Propoxy}-7-methoxy-2,3-dihydroimidazo[1,2-c]Quinazolin-5-amine